(E)-3-(6-aminopyridin-3-yl)-N-((5-(5-(4-hydroxy-4-methylpiperidine-1-carbonyl)pyridin-2-yl)-7-(trifluoromethyl)benzofuran-2-yl)methyl)acrylamide NC1=CC=C(C=N1)/C=C/C(=O)NCC=1OC2=C(C1)C=C(C=C2C(F)(F)F)C2=NC=C(C=C2)C(=O)N2CCC(CC2)(C)O